CC1(CCN(CC1)C(=O)NC1=C(C=CC=C1)N1CCN(CC1)C(C)C)C1=NC(=NO1)C=1C=NC=CC1 4-methyl-N-{2-[4-(propan-2-yl)piperazin-1-yl]phenyl}-4-[3-(pyridin-3-yl)-1,2,4-oxadiazol-5-yl]piperidine-1-carboxamide